5,6,7,8-tetrahydro-5,5,8,8-tetramethyl-β-naphthol CC1(C=2C=CC(=CC2C(CC1)(C)C)O)C